5-methylpyrrolidine-1,2-dicarboxylic acid CC1CCC(N1C(=O)O)C(=O)O